methyltetracyclo[4.4.0.12,5.17,10]-3-dodecene CC12C3C=CC(C2C2CCC1C2)C3